(2S,5S)-9-benzoyl-5-(((tert-butyldiphenylsilyl)oxy)methyl)-2-isopropyl-1-methyl-1,4,5,6-tetrahydrobenzo[e][1,4]diazocin-3(2H)-one C(C1=CC=CC=C1)(=O)C=1C=CC2=C(N([C@H](C(N[C@@H](C2)CO[Si](C2=CC=CC=C2)(C2=CC=CC=C2)C(C)(C)C)=O)C(C)C)C)C1